BrC=1C=CC(=NC1)N1C[C@H]2N(CC1)CCC2 (7R,8aS)-2-(5-Bromopyridin-2-yl)octahydropyrrolo[1,2-a]pyrazin